OC(C(CO)O)S(=O)(=O)O 1,3-dihydroxy-2-hydroxypropanesulfonic acid